ClC1=CC(=C(C=C1)[C@@]1(OC2=C(O1)C=CC=C2C2CCN(CC2)CC=2N(C=CN2)C[C@H]2OCC2)C)F 2-((4-((S)-2-(4-chloro-2-fluorophenyl)-2-methylbenzo[D][1,3]dioxol-4-yl)piperidin-1-yl)methyl)-1-(((S)-oxetan-2-yl)methyl)-1H-imidazole